(3-((3-Phenylpyridin-2-yl)ethynyl)-1H-indazol-5-yl)(2,6-diazaspiro[3.5]nonan-2-yl)methanone C1(=CC=CC=C1)C=1C(=NC=CC1)C#CC1=NNC2=CC=C(C=C12)C(=O)N1CC2(C1)CNCCC2